(2-bromo-1-methoxyethyl)benzene BrCC(OC)C1=CC=CC=C1